(S)-N-(2-(3',4'-dichloro-[1,1'-biphenyl]-4-yl)ethyl)-2-(dimethylamino)pentanamide ClC=1C=C(C=CC1Cl)C1=CC=C(C=C1)CCNC([C@H](CCC)N(C)C)=O